2,3,4-tri-O-acetyl-α-L-idopyranuronate C(C)(=O)O[C@H]1[C@H](O)O[C@H]([C@H]([C@@H]1OC(C)=O)OC(C)=O)C(=O)[O-]